O1CCN(CC1)C[C@@]12C[C@H](N[C@H]2C1)C(=O)OCC ethyl (1S,3S,5S)-5-(morpholinomethyl)-2-azabicyclo[3.1.0]hexane-3-carboxylate